1-(5-(2-Fluoro-5-((4-oxo-3,4-dihydrophthalazin-1-yl)methyl)phenyl)-1H-benzoimidazol-2-yl)-3-(2-morpholinoethyl)urea FC1=C(C=C(C=C1)CC1=NNC(C2=CC=CC=C12)=O)C1=CC2=C(NC(=N2)NC(=O)NCCN2CCOCC2)C=C1